C(C)(C)C=1C=C(C=C(C1)C(C)C)C(=[Hf](C1C2=CC(=CC=C2C=2C=CC(=CC12)C(C)(C)C)C(C)(C)C)C1C=CC=C1)C1CCCCC1 (3,5-di-isopropylphenyl)(cyclohexyl)methylene(cyclopentadienyl)(2,7-di-tert-butylfluoren-9-yl)hafnium